FC(S(=O)(=O)OC1=CC(=CC2=CC=C(C(=C12)C#C)F)OCOC)(F)F 8-Ethynyl-7-fluoro-3-(methoxymethoxy)naphthalen-1-yl trifluoromethanesulfonate